8-bromo-3-(2,6-difluoro-3,5-dimethoxyphenyl)-1-ethyl-7-(phenylsulfonyl)-1,3,4,7-tetrahydro-2H-pyrrolo[3',2':5,6]pyrido[4,3-d]pyrimidine-2-thione BrC1=CC2=C(N=CC3=C2N(C(N(C3)C3=C(C(=CC(=C3F)OC)OC)F)=S)CC)N1S(=O)(=O)C1=CC=CC=C1